ClC1=C(C=C(C=C1)SCCF)N\C(=N\O)\NC1=CC=C(C=C1)SC (E)-1-(2-chloro-5-((2-fluoroethyl)sulfydryl)phenyl)-3-(4-(methylthio)phenyl)-2-hydroxyguanidine